C(C)OC1=NC2=C(N=C(C(=C2C=C1)O)C(=O)OCC)Cl ethyl 2-ethoxy-5-hydroxy-8-chloro-1,7-naphthyridine-6-carboxylate